tert-butyl (3aR,7aS)-5-[1-[(3R)-2,6-dioxo-3-piperidyl]indolin-4-yl]-3,3a,4,6,7,7a-hexahydro-2H-pyrrolo[3,2-c]pyridine-1-carboxylate O=C1NC(CC[C@H]1N1CCC2=C(C=CC=C12)N1C[C@@H]2[C@H](CC1)N(CC2)C(=O)OC(C)(C)C)=O